FC(OC=1C=C(C=CC1)C1=NN(C=2C1=NC=C(C2)C(=O)NC2(COCC2)C(C)O)C(C)C)F 3-(3-(difluoromethoxy)phenyl)-N-(3-(1-hydroxyethyl)tetrahydrofuran-3-yl)-1-isopropyl-1H-pyrazolo[4,3-b]pyridine-6-carboxamide